acenaphthylen-1(2H)-one C1(CC2=CC=CC3=CC=CC1=C23)=O